2(1H)-Pyrimidinone N1C(N=CC=C1)=O